C(C)(C)(C)N(C)C[C@@H]1[C@H]([C@]2([C@](C3=C(C=NC=C3OC)O2)([C@@H]1O)O)C1=CC=C(C#N)C=C1)C1=CC=CC=C1 4-((4bS,5R,6S,7S,7aR)-6-((tert-butyl(methyl)amino)methyl)-4b,5-dihydroxy-4-methoxy-7-phenyl-4b,5,6,7-tetrahydro-7aH-cyclopenta[4,5]furo[2,3-c]pyridin-7a-yl)benzonitrile